P(=O)(O)(O)O.P(=O)(O)(O)O hydrogen phosphate, dihydrogenphosphate salt